C1(=CC=CC=C1)CCCN[C@@H](C)C(=O)O phenylpropyl-alanine